S1C=NC2=C1C=C(C=C2)\C=C\2/N=C(NC2=O)N[C@H]2C1(CCC(C2)C1(C)C)C (4Z)-4-(1,3-Benzothiazol-6-ylmethylene)-2-[[(2R)-1,7,7-trimethylnorbornan-2-yl]amino]-1H-imidazol-5-one